3-chloro-5-(cyanomethyl)benzoic acid methyl ester COC(C1=CC(=CC(=C1)CC#N)Cl)=O